(rac)-5-[5',6'-dihydrospiro[pyrrolidine-3,4'-pyrrolo[1,2-b]pyrazol]-2'-yl]-3-[(3-fluorophenyl)methoxy]pyridin-2-amine-hydrochloride salt Cl.N=1N2C(=CC1C=1C=C(C(=NC1)N)OCC1=CC(=CC=C1)F)[C@]1(CC2)CNCC1 |r|